N-[2-(azetidin-3-ylmethylamino)-2-oxo-ethyl]-4-[[3-[1-(2,2-difluoroethyl)-3-(trifluoromethyl)pyrazol-4-yl]imidazo[1,2-a]pyrazin-8-yl]amino]-2-ethyl-benzamide formate C(=O)O.N1CC(C1)CNC(CNC(C1=C(C=C(C=C1)NC=1C=2N(C=CN1)C(=CN2)C=2C(=NN(C2)CC(F)F)C(F)(F)F)CC)=O)=O